CS(=O)(=O)O[C@H]1C[C@@H](N(C1)C(=O)OC(C)(C)C)C tert-Butyl (2S,4S)-4-(methanesulfonyloxy)-2-methylpyrrolidine-1-carboxylate